(S)-1-(6-(1H-pyrazol-1-yl)pyridin-2-yl)-7'-(3,5-difluorophenyl)dihydro-1'H,3'H,5'H-spiro[piperidine-4,2'-pyrazolo[1,2-a]pyrazol]-1'-one N1(N=CC=C1)C1=CC=CC(=N1)N1CCC2(CN3N([C@@H](CC3)C3=CC(=CC(=C3)F)F)C2=O)CC1